FC1=C(C(=CC=2N(C=NC21)CC(F)(F)F)F)C#CC2=NN(C(=C2C(=O)N)NC)[C@@H]2CN([C@H](C2)COC)C(C=C)=O 3-[2-[4,6-difluoro-1-(2,2,2-trifluoroethyl)-1,3-benzodiazol-5-yl]ethynyl]-1-[(3S,5R)-5-(methoxymethyl)-1-(prop-2-enoyl)pyrrolidin-3-yl]-5-(methylamino)pyrazole-4-carboxamide